[Br-].C[S+](CC#C)C dimethyl-(prop-2-yn-1-yl)sulfonium bromide